BrC1=CC=C(C(=O)C2=CC(=C(C=C2)C)F)C=C1 4-bromo-3'-fluoro-4'-methylbenzophenone